C12CNCC(N1C=1N=C3N(C(C1C)=O)C=C(C=C3[C@@H](C)NC3=C(C(=O)O)C=CC=C3)C)C2 2-(((1R)-1-(2-(3,6-diazabicyclo[3.1.1]heptan-6-yl)-3,7-dimethyl-4-oxo-4H-pyrido[1,2-a]pyrimidin-9-yl)ethyl)amino)benzoic acid